ClC(C(C(=O)O)(C)C)Cl 3,3-dichloro-2,2-dimethylpropionic acid